2-((4-hydroxy-3-methoxy-benzyl)amino)-2-oxoethyl decanoate C(CCCCCCCCC)(=O)OCC(=O)NCC1=CC(=C(C=C1)O)OC